methyl 5-bromo-1-((2-(trimethylsilyl)ethoxy) methyl)-1H-imidazole-4-carboxylate BrC1=C(N=CN1COCC[Si](C)(C)C)C(=O)OC